((1-(tert-Butoxycarbonyl)-1,2,3,6-tetrahydropyridin-4-yl)methyl)oxazole-2-carboxylic acid methyl ester COC(=O)C=1OC=C(N1)CC=1CCN(CC1)C(=O)OC(C)(C)C